ethyl 2,3-dihydroxypropanoate OC(C(=O)OCC)CO